2-(4-(((5-Fluoro-6-((s)-3-(5-(trifluoromethyl)pyridin-2-yl)morpholino)pyrimidin-4-yl)amino)methyl)piperidin-1-yl)propanoic acid FC=1C(=NC=NC1N1[C@H](COCC1)C1=NC=C(C=C1)C(F)(F)F)NCC1CCN(CC1)C(C(=O)O)C